methyl 3-(2-(((1s,3s)-3-((tert-butoxycarbonyl) amino) cyclopentyl) amino)-5-(trifluoromethyl) pyrimidin-4-yl)-7-chloro-1H-indole-6-carboxylate C(C)(C)(C)OC(=O)N[C@@H]1C[C@H](CC1)NC1=NC=C(C(=N1)C1=CNC2=C(C(=CC=C12)C(=O)OC)Cl)C(F)(F)F